C(C)OC(=O)N(C=1C=CC=C(C(=O)O)C1)C 5-((ethoxycarbonyl)(methyl)amino)benzoic acid